N-(6-(benzo[d]oxazol-5-yl)-1-(4-fluorophenyl)-1H-pyrazolo[3,4-d]pyrimidin-4-yl)-5-nitrothiophene-2-carboxamide O1C=NC2=C1C=CC(=C2)C2=NC(=C1C(=N2)N(N=C1)C1=CC=C(C=C1)F)NC(=O)C=1SC(=CC1)[N+](=O)[O-]